ClC1=C(C=CC=C1C1=CC2=C(OCCO2)C=C1)NC(=O)C=1SC=2CNCCC2N1 N-[2-Chloro-3-(2,3-dihydro-1,4-benzodioxin-6-yl)phenyl]-4,5,6,7-tetrahydro[1,3]thiazolo[5,4-c]pyridin-2-carboxamid